CC=1C=C(C=CC1OC1=CC2=C(N(C=N2)C)C=C1)NC1=NC=NC2=CC=C3C(=C12)OC[C@@H]1N3CCOC1 (R)-N-(3-methyl-4-((1-methyl-1H-benzo[d]imidazol-5-yl)oxy)phenyl)-6a,7,9,10-tetrahydro-6H-[1,4]oxazino[4',3':4,5][1,4]oxazino[2,3-f]quinazolin-4-amine